N-(2,3,6-trifluoro-4-((3-(2-(((3S,5S)-5-fluoropiperidin-3-yl)amino)pyrimidin-4-yl)pyridin-2-yl)oxy)phenyl)-1-(6-(trifluoromethyl)pyridin-3-yl)methanesulfonamide FC1=C(C(=CC(=C1F)OC1=NC=CC=C1C1=NC(=NC=C1)N[C@@H]1CNC[C@H](C1)F)F)NS(=O)(=O)CC=1C=NC(=CC1)C(F)(F)F